N1(N=CN=C1)C[C@@H]1C[C@@H](NC1)CONC(=O)[C@H]1N2C(N([C@H](CC1)C2)OS(=O)(=O)O)=O (2S,5R)-N-{[(2R,4R)-4-(1H-1,2,4-triazol-1-ylmethyl)-pyrrolidin-2-yl]methyloxy}-7-oxo-6-(sulfooxy)-1,6-diazabicyclo[3.2.1]octane-2-carboxamide